COC1(CNC1)C#CC1=CC2=C(OC[C@@H](C(N2C)=O)NC(=O)C2=NC=CC(=C2)OC2=CC=CC=C2)C=C1 (S)-N-(7-((3-methoxyazetidin-3-yl)ethynyl)-5-methyl-4-oxo-2,3,4,5-tetrahydrobenzo[b][1,4]oxazepin-3-yl)-4-phenoxypyridineamide